6'-(4-Cyanophenyl)-2'-oxo-1',4'-dihydro-2'H-spiro(pyrrolidine-3,3'-quinoline)-1-carbonitrile C(#N)C1=CC=C(C=C1)C=1C=C2CC3(C(NC2=CC1)=O)CN(CC3)C#N